ClC1=C(C=NO)C=C(C(=C1)F)C1=NC=CC=C1Cl 2-chloro-5-(3-chloro-2-pyridinyl)-4-fluoro-benzaldehyde oxime